7-bromo-6-fluoro-4-(trifluoromethyl)quinazolin-2(1H)-one BrC1=C(C=C2C(=NC(NC2=C1)=O)C(F)(F)F)F